O[C@@H](C=O)[C@@H]([C@H]([C@@H]([C@@H](CO)O)O)O)O (2r,3r,4s,5r,6r)-2,3,4,5,6,7-hexahydroxyheptanal